BrC1=CC=C(C=C1)C#CC1=C(C=C(C=C1F)CCCC)F 2-[(4-bromophenyl)ethynyl]-5-butyl-1,3-difluorobenzene